2-methylbenzofuran-7-yl phosphoramidate P(OC1=CC=CC=2C=C(OC21)C)([O-])(=O)N